ClC1=CC=C(C=C1)C=1C(=CC=CC1)C1=CC=C(C=C1)B1OC(C(O1)(C)C)(C)C 2-(4''-chloro-[1,1':2',1''-terphenyl]-4-yl)-4,4,5,5-tetramethyl-1,3,2-dioxaborolane